FC(C1=NC=2CC3OCCNC3C2C=C1)(F)F 11-(trifluoromethyl)-6-oxa-3,10-diazatricyclo[7.4.0.02,7]trideca-1(9),10,12-triene